2-aminoethyl-behenylamine NCCNCCCCCCCCCCCCCCCCCCCCCC